COC1=NC=NC(=C1C(=O)NC=1SC2=C(N1)C=1C=CC(=CC1OC21COC1)C(=C)C)OC 4,6-dimethoxy-N-(7-(prop-1-en-2-yl)spiro[chromeno[4,3-d]thiazole-4,3'-oxetan]-2-yl)pyrimidine-5-carboxamide